3-bromo-5-(4-fluorophenoxy)-2-nitrobenzoic acid methyl ester COC(C1=C(C(=CC(=C1)OC1=CC=C(C=C1)F)Br)[N+](=O)[O-])=O